Cl.CNCC N-methylethan-1-amine hydrochloride